BrC=1C=C2C(=CN=CC2=CC1)OC[C@@H](C)NC(OC(C)(C)C)=O tert-butyl N-[(2R)-1-[(6-bromoisoquinolin-4-yl)oxy] propan-2-yl]carbamate